C(C1=CC=CC=C1)SC=1C=C(C=NC1)N(C)C1CCC1 5-(benzylsulfanyl)-N-cyclobutyl-N-methylpyridin-3-amine